1,3-dithiabutane SCSC